CN1N=NC2=C1C=CC(=C2C)[C@@H](CC(=O)OCC)C2=CC(=C(C=C2)C)CO (S)-Ethyl 3-(1,4-dimethyl-1H-benzo[d][1,2,3]triazol-5-yl)-3-(3-(hydroxymethyl)-4-methylphenyl)propanoate